5-((2R,4S)-2-(2-(2-((tert-butoxycarbonyl)amino)ethoxy)-5-fluoropyridinyl)-4-fluoropyrrolidin-1-yl)pyrazolo[1,5-a]pyrimidine-3-carboxylic acid C(C)(C)(C)OC(=O)NCCOC1=NC=C(C=C1[C@@H]1N(C[C@H](C1)F)C1=NC=2N(C=C1)N=CC2C(=O)O)F